N-(4-(1,4-oxazepan-4-carbonyl)phenyl)-6-methoxy-2-oxo-1,2-dihydroquinoline-3-carboxamide O1CCN(CCC1)C(=O)C1=CC=C(C=C1)NC(=O)C=1C(NC2=CC=C(C=C2C1)OC)=O